4-Fluoro-N-(1-(prop-2-yn-1-yl)-7-(trifluoromethoxy)-1H-indazol-3-yl)benzamide FC1=CC=C(C(=O)NC2=NN(C3=C(C=CC=C23)OC(F)(F)F)CC#C)C=C1